C(C)N(CC)CC.C(C)(C)(C)OC(=O)N[C@@H](CC1=CN(C=N1)C(=O)OC(C)(C)C)C(=[18O])[18OH] N,1-bis(t-butoxycarbonyl)-L-histidine-18O2 triethylamine salt